CN1CCC(CC1)NC1=C2C=C(N(C2=CC=C1)CC(F)(F)F)C1=NN=C(S1)CNC(C1=CC(=CC=C1)CN1CCOCC1)=O N-[(5-{4-[(1-methylpiperidin-4-yl)amino]-1-(2,2,2-trifluoroethyl)-1H-indol-2-yl}-1,3,4-thiadiazol-2-yl)methyl]-3-[(morpholin-4-yl)methyl]benzamide